BrC1=CC=C(COC2=CC=C3C(C=C(N(C3=C2)C)C(F)(F)F)=O)C=C1 7-((4-bromobenzyl)oxy)-1-methyl-2-trifluoromethylquinolin-4(1H)-one